6-amino-9-{1-[(2E)-4-(dimethylamino)-2-butenoyl]-3-pyrrolidinyl}-7-(4-phenoxyphenyl)-7,9-dihydro-8H-purin-8-one NC1=C2N(C(N(C2=NC=N1)C1CN(CC1)C(\C=C\CN(C)C)=O)=O)C1=CC=C(C=C1)OC1=CC=CC=C1